azobispropane N(=NCCC)CCC